C12(CC(C1)C2)N2N=C(C(=C2COCC2=CC=C(C=C2)OC)B2OC(C(O2)(C)C)(C)C)C 1-(Bicyclo[1.1.1]pentan-1-yl)-5-(((4-methoxybenzyl)oxy)methyl)-3-methyl-4-(4,4,5,5-tetramethyl-1,3,2-dioxaborolan-2-yl)-1H-pyrazole